(E)-1-(3-(4-amino-5-(7-methoxy-5-methylbenzothiophen-2-yl)-7H-pyrrolo[2,3-d]pyrimidin-7-yl)pyrrolidin-1-yl)-4-(4-ethylpiperazin-1-yl)but-2-en-1-one NC=1C2=C(N=CN1)N(C=C2C=2SC1=C(C2)C=C(C=C1OC)C)C1CN(CC1)C(\C=C\CN1CCN(CC1)CC)=O